ClC=1C(=C(C=CC1)NC1=CNCC1=O)OC 3-((3-chloro-2-methoxyphenyl)amino)-4-oxo-4,5-dihydro-1H-pyrrole